1,1'-[1,4-phenylenedi(methylene)]bis(3,5-dicarboxypyridine) C1(=CC=C(C=C1)CN1CC(=CC(=C1)C(=O)O)C(=O)O)CN1CC(=CC(=C1)C(=O)O)C(=O)O